7-methyloct-3-enoic acid CC(CCC=CCC(=O)O)C